benzylcycloheptene-3-carboxylate C(C1=CC=CC=C1)OC(=O)C1C=CCCCC1